1-(cyclododeca-1,5,9-trien-1-yl)-2-methylpropan-1-one C1(=CCCC=CCCC=CCC1)C(C(C)C)=O